(Z)-N'-hydroxybenzoamidine O\N=C(\C1=CC=CC=C1)/N